(3-((tert-butoxycarbonyl) amino) bicyclo[1.1.1]pentan-1-yl) methanesulfonate CS(=O)(=O)OC12CC(C1)(C2)NC(=O)OC(C)(C)C